SCCC1=C(C=C(C=C1)CCS)CCS 1,2,4-Tris(mercaptoethyl)-benzene